1-methyl-2,3-dihydropyrrolo[2,3-c]pyridine-5-carboxamidine hydrochloride Cl.CN1CCC=2C1=CN=C(C2)C(=N)N